FC1=C(C=C(C=C1C)N1N=C2C([C@@H](N(CC2)C(=O)OC(C)(C)C)C)=C1N1C(NC=C1)=O)C 2-methylpropan-2-yl (4S)-2-(4-fluoro-3,5-dimethylphenyl)-4-methyl-3-(2-oxo-1H-imidazol-3-yl)-4,5,6,7-tetrahydropyrazolo[4,3-c]pyridine-5-carboxylate